FC1=C(C=CC=C1)COC=1C=C2C(=CN1)OC(=C2C(=O)NC(C(=O)N)CO)C 2-({5-[(2-fluorophenyl)methoxy]-2-methylfuro[2,3-c]pyridin-3-yl}formamido)-3-hydroxypropanamide